NC1=CC=CC(=N1)S(=O)(=O)NC(=O)C=1C(=NC(=CC1)C1=CC(=CC(=C1)OCC(C)C)F)N1CCC2(CCC2)CC1 N-[(6-Amino-2-pyridyl)sulfonyl]-2-(7-azaspiro[3.5]nonan-7-yl)-6-(3-fluoro-5-isobutoxyphenyl)pyridin-3-carboxamid